tert-butyl 2-(4-(3-phenyl-7-((tetrahydro-2H-pyran-2-yl)oxy)-2H-chromene-4-yl)phenyl)-2,7-diazaspiro[3.5]nonane-7-carboxylate C1(=CC=CC=C1)C=1COC2=CC(=CC=C2C1C1=CC=C(C=C1)N1CC2(C1)CCN(CC2)C(=O)OC(C)(C)C)OC2OCCCC2